FC(C1=NN=C(O1)C1=CC(=C(CN(C(=O)C2(CCN(CC2)C(C(C)C)=O)F)C2=CC=CC=C2)C=C1)F)F N-(4-(5-(difluoromethyl)-1,3,4-oxadiazol-2-yl)-2-fluorobenzyl)-4-fluoro-1-isobutyryl-N-phenylpiperidine-4-carboxamide